N1=CN=CC(=C1)N1CC2(C1)C[C@@H](CC2)N2CCC(CC2)C2=C(C=CC=C2)C2CCOCC2 (R)-2-(pyrimidin-5-yl)-6-(4-(2-(tetrahydro-2H-pyran-4-yl)phenyl)piperidin-1-yl)-2-azaspiro[3.4]octane